tert-butyl [5-[(3,4-dichlorophenyl)methylamino]-1-[2-(2-hydroxyethoxy)ethyl]-7-oxo-pyrazolo[4,3-d]pyrimidin-6-yl]methyl hydrogen phosphate P(=O)(OC(C)(C)C)(OCN1C(=NC2=C(C1=O)N(N=C2)CCOCCO)NCC2=CC(=C(C=C2)Cl)Cl)O